4-[4-chloro-2-(4-methyl-1,2,4-triazol-3-yl)phenyl]-6-cyclopropylpyridine-2-carbaldehyde ClC1=CC(=C(C=C1)C1=CC(=NC(=C1)C1CC1)C=O)C1=NN=CN1C